(S)-N-((S)-2-(3-chloro-4-fluorophenoxy)-1-(3-chloro-4-fluorophenyl)ethyl)-2-oxoimidazolidine-4-carboxamide ClC=1C=C(OC[C@H](C2=CC(=C(C=C2)F)Cl)NC(=O)[C@H]2NC(NC2)=O)C=CC1F